(6-methyl-3-(2H-1,2,3-triazol-2-yl)pyridin-2-yl)((1S,4S,6R)-6-((5-(trifluoromethyl)pyridin-2-yl)amino)-2-azabicyclo[2.2.1]heptan-2-yl)methanone CC1=CC=C(C(=N1)C(=O)N1[C@@H]2[C@@H](C[C@H](C1)C2)NC2=NC=C(C=C2)C(F)(F)F)N2N=CC=N2